5-chloroisothiazol-3(2H)-one 1,1-dioxide ClC1=CC(NS1(=O)=O)=O